(-)-7-Phenyl-2-(o-tolyl)-4,5,6,7-tetrahydropyrazolo[1,5-a]pyrimidine C1(=CC=CC=C1)C1CCNC=2N1N=C(C2)C2=C(C=CC=C2)C